1-benzyl-2-(trifluoromethyl)azetidine tert-butyl-((1-(7H-pyrrolo[2,3-d]pyrimidin-4-yl)piperidin-4-yl)methyl)carbamate C(C)(C)(C)N(C(O)=O)CC1CCN(CC1)C=1C2=C(N=CN1)NC=C2.C(C2=CC=CC=C2)N2C(CC2)C(F)(F)F